ClC=1C=C(CNCCCC(=O)NCCNC2=NC3=C(C4=CN=CC=C24)C=CC(=C3)C(=O)O)C=CC1OC(F)(F)F 5-((2-(4-((3-Chloro-4-(trifluoromethoxy)benzyl)amino)butanamido)ethyl)amino)benzo[c][2,6]naphthyridine-8-carboxylic acid